C(C)OC(=O)N1CC2(CC(C2)N2C[C@@H]3C([C@@H]3C2)OC(C)C2=CC=CC=C2)CC1 2-[(1r,5s,6s)-6-(1-phenylethoxy)-3-azabicyclo[3.1.0]hex-3-yl]-6-azaspiro[3.4]octane-6-carboxylic acid ethyl ester